2-methoxy-4-((trimethylsilyl)ethynyl)nicotinaldehyde COC1=C(C=O)C(=CC=N1)C#C[Si](C)(C)C